5-decene methacrylate C(C(=C)C)(=O)O.CCCCC=CCCCC